Methyl 5-({[1-(4-chloro-3-fluorophenyl) cyclopropyl] carbonyl} amino)-2-(1-cyclobutyl-1H-pyrazol-4-yl)benzoate ClC1=C(C=C(C=C1)C1(CC1)C(=O)NC=1C=CC(=C(C(=O)OC)C1)C=1C=NN(C1)C1CCC1)F